[Si](C)(C)(C(C)(C)C)OCCN1N=NC(=C1)N1C=CC=2C(=CC(=C(C12)Cl)Cl)O 1-[1-[2-[tert-butyl(dimethyl)silyl]oxyethyl]triazol-4-yl]-6,7-dichloro-indol-4-ol